BrC1=NC2=CC=C(C=C2N=C1)Br 2,6-dibromoquinoxaline